OC1CC(CCC1)NC(OC(C)(C)C)=O tert-butyl (3-hydroxy cyclohexyl)carbamate